(1s,3s)-3-((7-chlorofuro[2,3-d]pyridazin-4-yl)amino)-1-methylcyclobutanol ClC=1N=NC(=C2C1OC=C2)NC2CC(C2)(O)C